CC1=CC(=NC=C1OC1=CC(=C2C(=N1)N(C=N2)C)NC=2N=NC(=CC2)N2C[C@H](O[C@@H](C2)C)C)C#N |r| 4-methyl-5-[3-methyl-7-[[6-[rac-(2R,6R)-2,6-dimethylmorpholin-4-yl]pyridazin-yl]amino]imidazo[4,5-b]pyridin-5-yl]oxypyridine-2-carbonitrile